3-(azidomethyl)-1,3-dimethyl-1,8-naphthyridine N(=[N+]=[N-])CC1(CN(C2=NC=CC=C2C1)C)C